C(C)(C)(C)[C@H]1N(CC(C1OC=1C=NC(=CC1)C#N)=C)C(=O)OC(C)C1=NC(=C(C=C1)OC)C 1-(5-methoxy-6-methylpyridin-2-yl)ethan-1-ol (R)-tert-butyl-3-((6-cyanopyridin-3-yl)oxy)-4-methylenepyrrolidine-1-carboxylate